2-(2-((3R,4R)-3-amino-4-fluoropiperidin-1-yl)-6-(trifluoromethyl)-1H-benzo[d]imidazol-1-yl)-1-morpholinoethan-1-one N[C@@H]1CN(CC[C@H]1F)C1=NC2=C(N1CC(=O)N1CCOCC1)C=C(C=C2)C(F)(F)F